CC(C(=O)O)CCCCCCCCC(CCCCCCC)C 2,11-dimethyl-octadecanoic acid